N,N'-(5-Amino-3-iminopyridin-2,6(1H,3H)diyliden)bis[2-(pyrrolidin-1-yl)pyrazolo[1,5-a]pyridin-3-amin] NC1=CC(C(NC1=NC=1C(=NN2C1C=CC=C2)N2CCCC2)=NC=2C(=NN1C2C=CC=C1)N1CCCC1)=N